C(C)C1C(OC=C(C1)CC)CCC 3,5-diethyl-2-propyl-3,4-dihydro-2H-pyran